O\C=C\1/C(C([C@@H]2CC[C@]3([C@@]4(CCC5(CC[C@H]([C@@H](C5C4=CC[C@@H]3[C@]2(C1)C)C)C)C(=O)O)C)C)(C)C)=O (1S,2R,6aS,6bR,8aR,12aR,12bR,Z)-11-(hydroxymethylene)-1,2,6a,6b,9,9,12a-heptamethyl-10-oxo-1,2,3,4,4a,5,6,6a,6b,7,8,8a,9,10,11,12,12a,12b,13,14b-icosahydropicene-4a-carboxylic acid